C(CCC)C(C(=O)O)CC(C)(OOC(C)(C)C)OOC(C)(C)C butyl-4,4-di(t-butylperoxy)pentanoic acid